ethyl 3-hydroxy-5-({8-methyl-8-azabicyclo[3.2.1]octan-3-yl}amino)furo[2,3-c]pyridine-2-carboxylate OC1=C(OC2=CN=C(C=C21)NC2CC1CCC(C2)N1C)C(=O)OCC